CC1=C(C(=O)[O-])C=C(C=C1)C 2,5-dimethylbenzoate